C(C=CC(=O)[O-])(=O)OC Methyl but-2-enedioate